tungsten pentafluoride [W](F)(F)(F)(F)F